[F-].[Al+3].[F-].[F-] Aluminium fluorid